tert-butyl (S)-11-((3-methyl-4-((1-methyl-1H-benzo[d]imidazol-5-yl)oxy)phenyl)amino)-1,2,4a,5-tetrahydropyrazino[1',2':4,5][1,4]oxazino[3,2-g]quinazoline-3(4H)-carboxylate CC=1C=C(C=CC1OC1=CC2=C(N(C=N2)C)C=C1)NC1=NC=NC=2C=C3C(=CC12)N1[C@H](CO3)CN(CC1)C(=O)OC(C)(C)C